tert-Butyl 4-(4-fluoro-1-{2-oxo-2-[(2S)-2-(trifluoromethyl)pyrrolidin-1-yl]ethyl}-1H-indol-3-yl)-1,2,3,6-tetrahydropyridine-1-carboxylate FC1=C2C(=CN(C2=CC=C1)CC(N1[C@@H](CCC1)C(F)(F)F)=O)C=1CCN(CC1)C(=O)OC(C)(C)C